ethyl 5-(2-(2-cyano-2-methylpropanamidyl) imidazo[1,2-b]pyridazin-6-yl)-2-methylnicotinate C(#N)C(C(=O)NC=1N=C2N(N=C(C=C2)C=2C=NC(=C(C(=O)OCC)C2)C)C1)(C)C